ClN1[SiH](N([SiH](N([SiH]1C)Cl)C)Cl)C 1,3,5-trichloro-2,4,6-trimethylcyclotrisilazane